methyl-carboxyl-thioether CSC(=O)O